ClC1=NC=C(C2=CC=C(C=C12)O)C1=C(C=C(C=C1)F)Cl 1-chloro-4-(2-chloro-4-fluoro-phenyl)isoquinolin-7-ol